C(C=C)[C@]1([C@]2(C)[C@@H](CC1)[C@@H]1CCC3=CC(CCC3=C1C=C2)=O)O 17α-allyl-17β-hydroxyestra-4,9,11-trien-3-one